C(C)OC(\C=C\C1=C(C=CC(=C1)SCC1=CC=CC=C1)N)=O (E)-3-(2-amino-5-(benzylthio)phenyl)acrylic acid ethyl ester